1-(2-(Difluoromethoxy)-4-(3,3,3-trifluoro-2,2-dimethylpropyl)phenyl)-2-ethyl-5-ethynyl-1H-imidazole-4-carboxylic Acid FC(OC1=C(C=CC(=C1)CC(C(F)(F)F)(C)C)N1C(=NC(=C1C#C)C(=O)O)CC)F